2-(3-(((benzyloxy)carbonyl)amino)-1-methyl-1H-indazol-6-yl)-2,7-diazaspiro[3.5]nonane-7-carboxylic acid tert-butyl ester C(C)(C)(C)OC(=O)N1CCC2(CN(C2)C2=CC=C3C(=NN(C3=C2)C)NC(=O)OCC2=CC=CC=C2)CC1